(S)-7-(5-amino-5,7-dihydro-spiro[cyclopenta[c]pyridin-6,4'-piperidin]-1'-yl)-3-(3-chloro-2-(cyclopropylamino)pyridin-4-yl)-pteridine-2,4(1H,3H)-dione N[C@@H]1C2=C(C=NC=C2)CC12CCN(CC2)C2=CN=C1C(N(C(NC1=N2)=O)C2=C(C(=NC=C2)NC2CC2)Cl)=O